C1(=CC=CC2=CC=CC=C12)CNCC=CC1=CC=CC=C1 N-(naphthalen-1-ylmethyl)-3-phenylpropan-2-en-1-amine